1-(difluoromethyl)-N-methyl-1H-indazole-5-carboxamide FC(N1N=CC2=CC(=CC=C12)C(=O)NC)F